(4R)-4-[3-[2-(2,2-Dimethylpropylsulfonyl)-2,6-diazaspiro[3.3]heptan-6-yl]-3-oxo-propyl]oxazolidin-2-one CC(CS(=O)(=O)N1CC2(C1)CN(C2)C(CC[C@H]2NC(OC2)=O)=O)(C)C